C1(=CC=CC=C1)C1=C(C(=O)C2=C(C(=O)C3=CC=C(C=C3)C)C=CC=C2)C=CC=C1 2-phenylbenzoyl-4'-methylbenzophenone